1-benzyl-7'-cyclopentyl-2'-(methylthio)-5',7'-dihydrospiro[pyrrolidine-3,6'-pyrrolo[2,3-d]pyrimidin]-2-one C(C1=CC=CC=C1)N1C(C2(CC3=C(N=C(N=C3)SC)N2C2CCCC2)CC1)=O